OCCN1C(C2=C3C(C=CC3=C3C(C=C2)=CC=NN3)=N1)=O 4-(2-hydroxyethyl)-4,11-dihydro-5H-3,4,10,11-tetraazadibenzo[cd,h]azulen-5-one